O=C1NC(CCC1N1C(N(C2=C1C=CC=C2)C)=O)=O 1-(2,6-dioxo-3-piperidinyl)-3-methyl-2-oxo-benzimidazole